2-(ethylsulfonyl)-1-(5-iodo-1-methyl-1H-imidazol-2-yl)ethan-1-one C(C)S(=O)(=O)CC(=O)C=1N(C(=CN1)I)C